2-(2,4-bis(trifluoromethyl)phenyl)-N-(4-fluorophenyl)-N-((5-(5-(3-hydroxycyclopentyl)pyrimidin-2-yl)-1,3,4-oxadiazol-2-yl)methyl)acetamide FC(C1=C(C=CC(=C1)C(F)(F)F)CC(=O)N(CC=1OC(=NN1)C1=NC=C(C=N1)C1CC(CC1)O)C1=CC=C(C=C1)F)(F)F